COC1=CC=C2CC(CC(C2=C1)=O)C 7-methoxy-3-methyl-3,4-dihydronaphthalen-1(2H)-one